C(CCC)N1B(NC2=C(C1=O)C=CC=C2)C=2C(=C1CC(CC1=C(C2CCCCl)C)(C(=O)OC)C(=O)OC)C (R)-dimethyl 5-(3-butyl-4-oxo-3,4-dihydrobenzo[d][1,3,2]diazaborinin-2(1H)-yl)-6-(3-chloropropyl)-4,7-dimethyl-1,3-dihydro-2H-indene-2,2-dicarboxylate